FC(C(C#CC)=O)(F)C=1C(=C(C=CC1)[C@@H](C)NC(OC(C)(C)C)=O)F tert-butyl {(1R)-1-[3-(1,1-difluoro-2-oxopent-3-yn-1-yl)-2-fluorophenyl]ethyl}carbamate